3-fluoro-4-methyl-2-(2-methylpyrazol-3-yl)naphthalene-1-carbonitrile FC=1C(=C(C2=CC=CC=C2C1C)C#N)C=1N(N=CC1)C